manganese bipiperidine N1(CCCCC1)N1CCCCC1.[Mn]